5-(3-isopropyl-5-(1-isopropylpiperidin-4-yl)-1H-indol-2-yl)-1,2'-dimethyl-[3,3'-bipyridine]-2(1H)-one C(C)(C)C1=C(NC2=CC=C(C=C12)C1CCN(CC1)C(C)C)C=1C=C(C(N(C1)C)=O)C=1C(=NC=CC1)C